C(N)(=O)N1N(C(C(C1)C1=CC=CC=C1)C=1C=C2CCCC2=CC1)S(=O)(=O)C1=CC=C(C=C1)C(F)(F)F (E)-N-carbamoyl-3-(2,3-dihydro-1H-inden-5-yl)-4-phenyl-N'-((4-(trifluoromethyl)phenyl)sulfonyl)-4,5-Dihydro-1H-pyrazole